3-(3-chloropropyl)-6-fluoro-1H-4,2,1-benzoxathiazine ClCCCC1SNC2=C(O1)C=C(C=C2)F